C(C)(C)(C)OC(=O)N1C[C@H](CCC1)CI (S)-3-(iodomethyl)piperidine-1-carboxylic acid tert-butyl ester